FC=1C=C2C(=CC=NC2=CC1)C1CCC(CC1)C(C(CC#N)=O)C 4-((1S,4S)-4-(6-fluoroquinolin-4-yl)cyclohexyl)-3-oxovaleronitrile